FC(C(=O)O)(F)F.FC(C(=O)O)(F)F.NC1=CC=C(C(=N1)C)CNC([C@@H](C)NC(=O)[C@@H]1NC([C@H](C1)CC1=CC(=CC=C1)C(F)(F)F)=O)=O (2R,4S)-N-((R)-1-(((6-amino-2-methylpyridin-3-yl)methyl)amino)-1-oxopropan-2-yl)-5-oxo-4-(3-(trifluoromethyl)benzyl)pyrrolidine-2-carboxamide di-trifluoroacetate